tert-butyl 3-(3-((5-nitropyridin-2-yl)oxy)-1H-pyrazol-1-yl)azetidine-1-carboxylate [N+](=O)([O-])C=1C=CC(=NC1)OC1=NN(C=C1)C1CN(C1)C(=O)OC(C)(C)C